4-(5-bromo-1H-indol-1-yl)-1,3-dioxolan-2-one BrC=1C=C2C=CN(C2=CC1)C1OC(OC1)=O